ClC=1C=C2CCN(CC2=CN1)C(=O)C1=CC=CC=C1 (6-chloro-3,4-dihydro-2,7-naphthyridin-2(1H)-yl)(phenyl)methanone